ClC=1C(=CC(=C(C1)S(=NC(C1=CC(=C(C=C1)F)F)=O)(=O)C)C)N=CN(C)CC N-((5-chloro-4-(((ethyl(methyl)amino)methylene)amino)-2-methylphenyl)(methyl)(oxo)-λ6-sulfaneylidene)-3,4-difluorobenzamide